(3,4-epoxycyclohexylethyldimethylsiloxy)silane C1(CC2C(CC1)O2)CC[Si](O[SiH3])(C)C